3-chloro-7-bromobenzo[e][1,2,4]triazine ClC=1N=NC2=C(N1)C=CC(=C2)Br